BrC1=C2C=CN(C(C2=C(N=C1)N[C@@H]1COC[C@@H](C1)O)=O)C 5-Bromo-8-(((3s,5r)-5-hydroxytetrahydro-2H-pyran-3-yl)amino)-2-methyl-2,7-naphthyridin-1(2H)-one